2-((2-chloropyridin-3-yl)methyl)-6-((1-methyl-1H-pyrazol-4-yl)sulfonyl)phthalazin-1(2H)-one ClC1=NC=CC=C1CN1C(C2=CC=C(C=C2C=N1)S(=O)(=O)C=1C=NN(C1)C)=O